5-{[5-(3-Cyclopropyl-1,2,4-oxadiazol-5-yl)-4-{[(1S)-1-cyclopropyl-2-hydroxyethyl]amino}pyridin-2-yl]amino}-3,3-dimethyl-1,3-dihydro-2-benzofuran-1-on C1(CC1)C1=NOC(=N1)C=1C(=CC(=NC1)NC1=CC2=C(C(OC2(C)C)=O)C=C1)N[C@H](CO)C1CC1